NC1C2CN(CC1CC2)C=2C1=C(N=C(N2)OC[C@]23CCCN3C[C@@H](C2)F)C(=C(N=C1)C1=CC(=CC2=CC=CC=C12)O)F 4-(4-(8-anti-amino-3-azabicyclo[3.2.1]octan-3-yl)-8-fluoro-2-(((2R,7aS)-2-fluorohexahydro-1H-pyrrolizin-7a-yl)methoxy)pyrido[4,3-d]pyrimidin-7-yl)naphthalen-2-ol